BrC=1C=C(C=CC1)NC(=O)NC(C1=C(C=C(C=C1)Cl)F)=O N-((3-bromophenyl)carbamoyl)-4-chloro-2-fluorobenzamide